(S)-N-(4-(4-methoxyphenyl)thiazol-2-yl)-4-methyl-2-(4-methylphenylsulfonamido)pentanamide tert-butyl-6-([1,1'-biphenyl]-3-ylmethyl)-7-amino-5-azaspiro[2.4]heptane-5-carboxylate C(C)(C)(C)OC(=O)N1CC2(CC2)C(C1CC=1C=C(C=CC1)C1=CC=CC=C1)N.COC1=CC=C(C=C1)C=1N=C(SC1)NC([C@H](CC(C)C)NS(=O)(=O)C1=CC=C(C=C1)C)=O